3-[3-(2-bromophenylamino)-2-hydroxypropyl]-1H-1,2,4-triazol-5(4H)-one BrC1=C(C=CC=C1)NCC(CC1=NNC(N1)=O)O